Epsilon-benzyloxycarbonyl-L-lysine 2,2-dimethyl-11-(8-(nonyloxy)-8-oxooctyl)-4-oxo-6-(1H-pyrazol-1-yl)-3-oxa-5,7,11-triazanonadec-5-en-19-oate CC(C)(OC(N=C(NCCCN(CCCCCCCC(=O)O)CCCCCCCC(=O)OCCCCCCCCC)N1N=CC=C1)=O)C.C(C1=CC=CC=C1)OC(=O)C(CCC[C@H](N)C(=O)O)N